tert-butyl 2-((benzyloxy)methyl)-4-((1-hydroxy-2-methylpropan-2-yl)oxy)-2-(3-iodophenyl)butanoate C(C1=CC=CC=C1)OCC(C(=O)OC(C)(C)C)(CCOC(CO)(C)C)C1=CC(=CC=C1)I